(2S)-4-(2-chloro-6-((6-chloro-1-(methoxycarbonyl)-1,2,3,4-Tetrahydronaphthalen-1-yl)methyl)-5-nitropyrimidin-4-yl)-2-(cyanomethyl)piperazine-1-carboxylate ClC1=NC(=C(C(=N1)N1C[C@@H](N(CC1)C(=O)[O-])CC#N)[N+](=O)[O-])CC1(CCCC2=CC(=CC=C12)Cl)C(=O)OC